1,3,5-benzenetricarboxamide C1(=CC(=CC(=C1)C(=O)N)C(=O)N)C(=O)N